(5R)-5-phenyl-N-[(3S)-5-methyl-4-oxo-2,3-dihydro-1,5-benzoxazepine-3-yl]-6,7-dihydro-5H-pyrrolo[1,2-b][1,2,4]Triazole-2-carboxamide C1(=CC=CC=C1)[C@H]1CCC=2N1N=C(N2)C(=O)N[C@H]2COC1=C(N(C2=O)C)C=CC=C1